isopropyl (S)-6-diazo-2-(2-(ethylsulfonyl)acetamido)-5-oxohexanoate [N+](=[N-])=CC(CC[C@@H](C(=O)OC(C)C)NC(CS(=O)(=O)CC)=O)=O